3-(2,2-difluorocyclopropyl)-1-((2-(trimethylsilyl)ethoxy)methyl)-1H-pyrazol-4-amine FC1(C(C1)C1=NN(C=C1N)COCC[Si](C)(C)C)F